tert-butyl (tert-butoxycarbonyl)(6-fluoro-5-((((1r,3r)-3-(4-fluoro-3-(trifluoromethyl)phenoxy)cyclobutyl)amino)methyl)-8-(hydroxymethyl)isoquinolin-3-yl)carbamate C(C)(C)(C)OC(=O)N(C(OC(C)(C)C)=O)C=1N=CC2=C(C=C(C(=C2C1)CNC1CC(C1)OC1=CC(=C(C=C1)F)C(F)(F)F)F)CO